6-(7-chloro-8-fluoro-2-((tetrahydro-1H-pyrrolizin-7a(5H)-yl)methoxy)pyrido[4,3-d]pyrimidin-4-yl)-6-azaspiro[3.5]nonan-2-ol ClC1=C(C=2N=C(N=C(C2C=N1)N1CC2(CC(C2)O)CCC1)OCC12CCCN2CCC1)F